7-Fluoro-8-chloro-3-methoxyisoquinoline FC1=CC=C2C=C(N=CC2=C1Cl)OC